N-(5-((3-((4-acetyl-1H-pyrazol-1-yl)methyl)piperidin-1-yl)methyl)thiazol-2-yl)acetamide C(C)(=O)C=1C=NN(C1)CC1CN(CCC1)CC1=CN=C(S1)NC(C)=O